ClC1=CC=C(OC2CCN(CC2)CC=2C=C3C(=CN(C3=CC2)C)C(=O)O)C=C1 5-((4-(4-chlorophenoxy)piperidin-1-yl)methyl)-1-methyl-1H-indole-3-carboxylic acid